2'-chloro-N-(5-(3-(difluoromethyl)picolinoyl)-5,6-dihydro-4H-pyrrolo[3,4-d]thiazol-2-yl)-5'-methoxy-6-methyl-[4,4'-bipyridine]-3-carboxamide ClC1=NC=C(C(=C1)C1=C(C=NC(=C1)C)C(=O)NC=1SC2=C(N1)CN(C2)C(C2=NC=CC=C2C(F)F)=O)OC